NC1=C(C=CC(=C1)O)O 2-aminobenzene-1,4-diol